C1(CC1)CN(C=1N=CC2=C(N1)C(=NC(=C2)C2=C(C(=CC(=C2Cl)OC)OC)Cl)N)C2=NN(C=C2[N+](=O)[O-])C N-(cyclopropylmethyl)-6-(2,6-dichloro-3,5-dimethoxyphenyl)-N2-(1-methyl-4-nitro-1H-pyrazol-3-yl)pyrido[3,4-d]pyrimidine-2,8-diamine